2-(2-(N-(4-methoxybenzyl)cyclopropanesulfonylamino)pyrimidin-4-yl)-2-methylbutanoic acid methyl ester COC(C(CC)(C)C1=NC(=NC=C1)N(CC1=CC=C(C=C1)OC)S(=O)(=O)C1CC1)=O